5-[4-[[(2R)-1-ethylazetidin-2-yl]methoxy]-2-methyl-pyrazol-3-yl]-N-(2-methylpyrimidin-4-yl)pyrazolo[1,5-a]pyridin-2-amine C(C)N1[C@H](CC1)COC1=C(N(N=C1)C)C1=CC=2N(C=C1)N=C(C2)NC2=NC(=NC=C2)C